4,4-difluorocyclohexyl ((S)-3-cyclohexyl-1-oxo-1-(((S)-1-oxo-3-((S)-2-oxopyrrolidin-3-yl) propan-2-yl)amino)propan-2-yl)carbamate C1(CCCCC1)C[C@@H](C(N[C@H](C=O)C[C@H]1C(NCC1)=O)=O)NC(OC1CCC(CC1)(F)F)=O